FC1=C2C(=NN(C2=CC=C1)CC1=C(C=CC=C1)C(F)(F)F)C1CN(C1)C(=O)OC(C)(C)C tert-Butyl 3-(4-fluoro-1-{[2-(trifluoromethyl)phenyl]methyl}-1H-indazol-3-yl)azetidine-1-carboxylate